ClC1=NN(C2=NC(=NC=C21)Cl)CC(COC2=NN(C(=C2[N+](=O)[O-])C)C=2C(=NC=C(C2)C)C)F 3,6-Dichloro-1-(3-((1-(2,5-dimethylpyridin-3-yl)-5-methyl-4-nitro-1H-pyrazol-3-yl)oxy)-2-fluoropropyl)-1H-pyrazolo[3,4-d]pyrimidine